3,4-difluoro-N-((6,7,8,9-tetrahydro-5H-[1,2,4]triazolo[4,3-a]azepin-3-yl)methyl)aniline FC=1C=C(NCC2=NN=C3N2CCCCC3)C=CC1F